2-butoxy-N,N-bis(4-methoxybenzyl)-5-nitro-6-(4-(pyrrolidin-1-ylmethyl)phenethyl)pyrimidin-4-amine C(CCC)OC1=NC(=C(C(=N1)N(CC1=CC=C(C=C1)OC)CC1=CC=C(C=C1)OC)[N+](=O)[O-])CCC1=CC=C(C=C1)CN1CCCC1